difluorosulfinamic acid FN(S(O)=O)F